CC[C@H](C)N1C=C(C2=C(C=C(C=C21)Br)C(=O)NCC3=C(C=C(NC3=O)C)C)C (S)-6-bromo-1-(sec-butyl)-N-((4,6-dimethyl-2-oxo-1,2-dihydropyridin-3-yl)methyl)-3-methyl-1H-indole-4-carboxamide